((R)-1-(4-fluorophenyl)-3,4-dihydroisoquinolin-2(1H)-yl)((R)-6-oxa-2,9-diazaspiro[4.5]dec-2-yl)methanone FC1=CC=C(C=C1)[C@H]1N(CCC2=CC=CC=C12)C(=O)N1C[C@]2(CC1)OCCNC2